C(C)(C)OC(N[C@@H]1CO[C@H](CC1)C=1SC(=CN1)Br)=O trans-N-[6-(5-bromothiazol-2-yl)tetrahydropyran-3-yl]Carbamic acid isopropyl ester